3,3-dimethoxy-1-(4-methoxyphenyl)cyclobutane-1-carbaldehyde COC1(CC(C1)(C=O)C1=CC=C(C=C1)OC)OC